6-(2,4,6-trimethoxyphenyl)picolinaldehyde COC1=C(C(=CC(=C1)OC)OC)C1=CC=CC(=N1)C=O